ammonium tetradecyltrimethylsalicylate C(CCCCCCCCCCCCC)OC=1C(C(=O)[O-])=CC(=C(C1C)C)C.[NH4+]